N-(3-methoxybenzyl)-N-(3-morpholinobenzyl)-4-(piperidin-1-ylmethyl)aniline COC=1C=C(CN(C2=CC=C(C=C2)CN2CCCCC2)CC2=CC(=CC=C2)N2CCOCC2)C=CC1